1,3-dimethylbutylketone CC(CC(C)C)C(=O)C(CC(C)C)C